CC(CC(C=1OC(=NN1)C1=CC=CC=C1)NC1=CC=C(C=C1)C)(C)C (3,3-dimethyl-1-(5-phenyl-1,3,4-oxadiazol-2-yl)butyl)-4-methylaniline